NC=1C(=C(C=C2C=C(N=CC12)NC1=NN2CC=3N(CCC2=C1)C=CN3)C=3C(=C1C(=NC3)C(N(N1)C)=O)C)F 6-(8-amino-3-((5,6-dihydro-11H-imidazo[1,2-a]pyrazolo[1,5-d][1,4]diazepin-8-yl)amino)-7-fluoroisoquinolin-6-yl)-2,7-dimethyl-1,2-dihydro-3H-pyrazolo[4,3-b]pyridin-3-one